2-benzyl-3,4-dihydronaphthalene C(C1=CC=CC=C1)C1=CC2=CC=CC=C2CC1